bismuth barium neodymium lead [Pb].[Nd].[Ba].[Bi]